1-(2,5-dichlorophenyl)-N-(4-(3-(pyridin-4-ylmethyl)ureido)phenyl)methanesulfonamide tert-butyl-3-amino-5-(3-bromopropoxy)benzoate C(C)(C)(C)OC(C1=CC(=CC(=C1)OCCCBr)N)=O.ClC1=C(C=C(C=C1)Cl)CS(=O)(=O)NC1=CC=C(C=C1)NC(=O)NCC1=CC=NC=C1